(1-methyl-1H-indazol-5-yl)-2-oxabicyclo[2.2.2]octane-4-carbaldehyde CN1N=CC2=CC(=CC=C12)C12OCC(CC1)(CC2)C=O